2-(1-(5-cyano-2-(difluoromethyl)-2,10-dihydro-4H-benzo[6,7]oxepino[3,4-c]pyrazol-4-yl)ethyl)-5-hydroxy-N-(isoxazol-4-yl)-1-methyl-6-oxo-1,6-dihydropyrimidine-4-carboxamide C(#N)C1=CC=CC2=C1C(C=1C(=NN(C1)C(F)F)CO2)C(C)C=2N(C(C(=C(N2)C(=O)NC=2C=NOC2)O)=O)C